BrC=1C=C(C=CC1NC1=CC(=CC=C1)C(F)(F)F)S(=O)(=O)NC 3-bromo-N-methyl-4-((3-(trifluoromethyl)phenyl)amino)benzenesulfonamide